2'-[6-amino-5-(trifluoromethyl)pyridin-3-yl]-N-[(1R)-2,3-dihydro-1H-inden-1-yl]-5',6'-dihydrospiro[pyrrolidine-3,4'-pyrrolo[1,2-b]pyrazole]-1-carboxamide NC1=C(C=C(C=N1)C=1C=C2N(N1)CCC21CN(CC1)C(=O)N[C@@H]1CCC2=CC=CC=C12)C(F)(F)F